3-[({2-[4-(methoxymethyl)-4-methylpiperidin-1-yl]phenyl}sulfamoyl)methyl]-N,N-dimethylbenzene-1-sulfonamide COCC1(CCN(CC1)C1=C(C=CC=C1)NS(=O)(=O)CC=1C=C(C=CC1)S(=O)(=O)N(C)C)C